N-(1-((3-Chloro-4-fluorophenyl)amino)-6-methoxyisoquinolin-7-yl)-4-(piperidin-1-yl)butanamide ClC=1C=C(C=CC1F)NC1=NC=CC2=CC(=C(C=C12)NC(CCCN1CCCCC1)=O)OC